BrC=1C=C2C(=NC1)N(CC21CC1)C(=O)OC(C)(C)C tert-butyl 5-bromospiro[2H-pyrrolo[2,3-b]pyridine-3,1'-cyclopropane]-1-carboxylate